COC1[C@@H]([C@H](C([C@@H]([C@@H]1O)O)O)O)O The molecule is the D-enantiomer of pinitol. It has a role as a member of compatible osmolytes. It derives from a 1D-chiro-inositol. It is an enantiomer of a L-pinitol.